NC(=C(C(=C(SC1=C(C=CC=C1)N)N)C#N)C#N)SC1=C(C=CC=C1)N 1,4-Diamino-2,3-dicyano-1,4-bis(2-aminophenylthio)butadiene